C(C1=CC=CC=C1)OCC1=C(C=C(C=C1)NC(=O)C1=CC(=NC=C1)C=1C=C(C(=NC1)C)C(=O)O)F 5-[4-[[4-(Benzyloxymethyl)-3-fluoro-phenyl]carbamoyl]-2-pyridyl]-2-methyl-pyridine-3-carboxylic acid